C1(CC1)C([C@@H](C=1OC2=C(N1)C=C(C=C2)CN2C(N[C@@H](C2)C(F)(F)F)=O)NC(=O)C2=CC=NN2CC[C@H](C)O)C2CC2 N-((S)-2,2-dicyclopropyl-1-(5-(((S)-2-oxo-4-(trifluoromethyl)imidazolidin-1-yl)methyl)benzo[d]oxazol-2-yl)ethyl)-1-((S)-3-hydroxybutyl)-1H-pyrazole-5-carboxamide